1-([1,1'-biphenyl]-4-yl-d9)-8-chlorodibenzo[b,d]furan-2,3,4,6,7,9-d6 C1(=C(C(=C(C(=C1[2H])[2H])C1=C(C(=C(C=2OC=3C(C21)=C(C(=C(C3[2H])[2H])Cl)[2H])[2H])[2H])[2H])[2H])[2H])C3=C(C(=C(C(=C3[2H])[2H])[2H])[2H])[2H]